P(O)(=O)(OP(=O)(O)OP(=O)(O)O)OC[C@@H]1[C@H]([C@H]([C@@H](O1)N1C(=O)N=C(N)C(=C1)O)O)O 5-hydroxy-cytidine-5'-triphosphate